[Mn](=O)(=O)([O-])[O-].[Na+].[Cu+2].[Fe+2] iron-copper-sodium manganate